S1C(=NC2=C1C=CC=C2)NC2=C(C1=C(N=N2)N(CC1)C1=CC=CC(=N1)C(=O)O)C 6-{3-[(1,3-benzothiazol-2-yl)amino]-4-methyl-5H,6H,7H-pyrrolo[2,3-c]pyridazin-7-yl}pyridine-2-carboxylic acid